3-((4-bromophenyl)sulfonamido)-N-methyl-N-phenylbenzamide BrC1=CC=C(C=C1)S(=O)(=O)NC=1C=C(C(=O)N(C2=CC=CC=C2)C)C=CC1